C(C)(C)(C)OC(=O)N1CCC(CC1)CNC1=C(N=NC(=C1)Cl)C(=O)OC methyl 4-((1-(tert-butoxycarbonyl) piperidin-4-yl)methylamino)-6-chloropyridazine-3-carboxylate